C(C)OC(=O)C1(CN(C1)C(=O)OC(C)(C)C)C(=O)OCC azetidine-1,3,3-tricarboxylic acid 1-(tert-butyl) 3,3-diethyl ester